CC(C)(C)[O-].CC(C)(C)[O-].CC(C)(C)[O-].CC(C)(C)[O-].[Ti+4] titanium tetra(t-butoxide)